C1(CC1)C=1C2=C(N=CN1)N(C(=C2C2=CC(=C(C=C2)OC2=NC=CC(=N2)C)OC)C2=CC=C(C=C2)NC(C=C)=O)C N-(4-(4-cyclopropyl-5-(3-methoxy-4-((4-methylpyrimidin-2-yl)oxy)phenyl)-7-methyl-7H-pyrrolo[2,3-d]pyrimidin-6-yl)phenyl)acrylamide